N-cyclohexyl-3-(6-(((3S,4S)-4-fluoropyrrolidin-3-yl)amino)pyridin-2-yl)imidazo[1,2-b]pyridazin-6-amine C1(CCCCC1)NC=1C=CC=2N(N1)C(=CN2)C2=NC(=CC=C2)N[C@H]2CNC[C@@H]2F